COC=1C(=C(SC1)C=1SC=CC1)OC dimethoxy-2,2'-bithiophene